((2S,5R)-4-acryloyl-2,5-dimethylpiperazin-1-yl)-7-(6-amino-3-chloro-2-fluorophenyl)-6-chloro-1-(2-isopropyl-4-(methylthio)pyridin-3-yl)pyrido[2,3-d]pyrimidin-2(1H)-one C(C=C)(=O)N1C[C@@H](N(C[C@H]1C)C=1C2=C(N(C(N1)=O)C=1C(=NC=CC1SC)C(C)C)N=C(C(=C2)Cl)C2=C(C(=CC=C2N)Cl)F)C